5-[(3,3-difluorocyclobutyl)methoxy]pyridine-3-carboxylic acid FC1(CC(C1)COC=1C=C(C=NC1)C(=O)O)F